7-bromo-4-(1-((6-(2-fluoroprop-2-yl)pyridin-2-yl)methyl)-1H-1,2,3-triazol-4-yl)thieno[3,2-d]pyrimidin-2-amine BrC1=CSC2=C1N=C(N=C2C=2N=NN(C2)CC2=NC(=CC=C2)C(C)(C)F)N